manganese sulfide lithium [Li+].[S-2].[Mn+2]